C(C1=CC=CC=C1)OC1=C(C(=O)N2CC3=CC=CC=C3CC2)C(=CC(=C1)O)O 2-(2-(Benzyloxy)-4,6-dihydroxybenzoyl)-1,2,3,4-tetrahydroisoquinolin